N-(1-(2-methoxy-4-(4,4,5,5-tetramethyl-1,3,2-dioxaborolan-2-yl)benzyl)piperidin-4-yl)acetamide COC1=C(CN2CCC(CC2)NC(C)=O)C=CC(=C1)B1OC(C(O1)(C)C)(C)C